C(C)(C)(C)OC(=O)N1[C@@H](C(=NCC1)OCC)C (2R)-3-ethoxy-2-methyl-5,6-dihydro-2H-pyrazine-1-carboxylic acid tert-butyl ester